4-(7-difluoromethyl-1,2,3,4-tetrahydroquinolin-6-yl)-3,6-dihydro-2H-pyridine-1-carboxylic acid FC(C1=C(C=C2CCCNC2=C1)C=1CCN(CC1)C(=O)O)F